4-pentanylaminothiophene C(CCCC)NC=1C=CSC1